2-methylhex-2,4-dienedioic acid CC(C(=O)O)=CC=CC(=O)O